2-amino-3-(6-hydroxy-1H-indol-3-yl)propanoic acid NC(C(=O)O)CC1=CNC2=CC(=CC=C12)O